diphenylbinaphthalenyl C1(=CC=CC=C1)C=1C(=C(C2=CC=CC=C2C1)C1=CC=CC2=CC=CC=C12)C1=CC=CC=C1